CN1CCN(C2=CC=CC(=C12)C)C(=O)[C@H]1N(CCC1)C1=C(C#N)C(=CC(=N1)C)C(F)(F)F (S)-2-(2-(4,5-dimethyl-1,2,3,4-tetrahydroquinoxalin-1-carbonyl)pyrrolidin-1-yl)-6-methyl-4-(trifluoromethyl)nicotinonitrile